N(=[N+]=[N-])C(C)C1=CC=C(C=N1)N1C[C@@H](CCC1)N(C(OC(C)(C)C)=O)CC1CCC1 tert-butyl ((3R)-1-(6-(1-azidoethyl)pyridin-3-yl)piperidin-3-yl)(cyclobutylmethyl)carbamate